α-methallyloxymethylacrylate C(C(C)=C)OCC(C(=O)[O-])=C